((2R,6S)-2,6-dimethylmorpholino)methanone tert-butyl-3-(aminomethyl)-3-(2-methoxy-2-oxoethyl)azetidine-1-carboxylate C(C)(C)(C)OC(=O)N1CC(C1)(CC(=O)OC)CN.C[C@H]1O[C@H](CN(C1)C=O)C